N-methoxy-N-methyl-5-((2-methylpyrrolidin-1-yl)methyl)furan-2-carboxamide CON(C(=O)C=1OC(=CC1)CN1C(CCC1)C)C